N~7~-[2,4-dimethyl-5-(methylsulfonyl)phenyl]-N~2~-(6-methoxy-2-methyl-1,2,3,4-tetrahydroisoquinolin-7-yl)quinazoline-2,7-diamine CC1=C(C=C(C(=C1)C)S(=O)(=O)C)NC1=CC=C2C=NC(=NC2=C1)NC1=C(C=C2CCN(CC2=C1)C)OC